N1=CC=C(C=C1)N1N=CC2=CC(=CC=C12)N (pyridin-4-yl)-1H-indazol-5-amine